C1CC(CCC1CC2CCC(CC2)N)N dicyclohexylmethane-4,4'-diamine